NCCOCCOCCOCCOCCOCCS(=O)(=O)C1=C2CNC(C2=CC=C1)=O 4-((17-amino-3,6,9,12,15-pentaoxaheptadecyl)sulfonyl)-1-oxoisoindolin